neononyl acetate C(C)(=O)OCCCCCC(C)(C)C